7-(2-chloro-8-methyl-imidazo[1,2-b]pyridazin-6-yl)-2-[(3R,4R)-3-fluoro-4-piperidinyl]thiazolo[3,2-a]pyrimidin-5-one ClC=1N=C2N(N=C(C=C2C)C=2N=C3N(C(C2)=O)C=C(S3)[C@H]3[C@H](CNCC3)F)C1